CC(C(=O)OCC(C(C(C)C)OC(C(C)C)=O)(C)C)C 2,2,4-trimethylpentane-1,3-diyl bis(2-methylpropanoate)